1-(benzofuran-2-ylmethyl)-1H-pyrrolo[3,2-c]pyridine-7-carboxylic acid O1C(=CC2=C1C=CC=C2)CN2C=CC=1C=NC=C(C12)C(=O)O